FC1(CC(C1)C1=NN(C(=C1C)NC(=O)[C@H]1C(C1)(F)F)C=1SC=CN1)F (S)-N-(3-(3,3-difluorocyclobut-yl)-4-methyl-1-(thiazol-2-yl)-1H-pyrazol-5-yl)-2,2-difluorocyclopropane-1-carboxamide